4-[8-amino-3-[(2S)-pyrrolidin-2-yl]imidazo[1,5-a]pyrazin-1-yl]-2-methoxy-N-(2-pyridyl)benzamide NC=1C=2N(C=CN1)C(=NC2C2=CC(=C(C(=O)NC1=NC=CC=C1)C=C2)OC)[C@H]2NCCC2